COC1=C(C=CC(=C1)CN(C=O)C1=C(C=CC=C1)C#CC=1C=CC(=NC1)C(=O)O)C1=CC=CC=C1 5-(2-{2-[N-({2-methoxy-[1,1'-biphenyl]-4-yl}methyl)formamido]phenyl}-ethynyl)pyridine-2-carboxylic acid